2-(bicyclo[1.1.1]pentan-1-yl)-N-(4-methyl-3-(2-methyl-2H-1,2,3-triazol-4-yl)phenyl)propanamide C12(CC(C1)C2)C(C(=O)NC2=CC(=C(C=C2)C)C2=NN(N=C2)C)C